tert-butyl-(pentadeca-1,14-dien-8-yloxy)diphenylsilane C(C)(C)(C)[Si](C1=CC=CC=C1)(C1=CC=CC=C1)OC(CCCCCC=C)CCCCCC=C